CC1N(CC(NC1)CN1[C@@H](COCC1)C)C(=O)[O-] 2-methyl-5-(((R)-3-methylmorpholino)methyl)piperazine-1-carboxylate